C(C=C)C(O)C(O)CO allyl-glycerol